CC1=C(C(=NC(=C1C(=O)O)NC1=C(C=C(C=C1)I)F)C#N)F methyl-6-cyano-5-fluoro-2-((2-fluoro-4-iodophenyl)amino)nicotinic acid